NC1=NC=CC=C1C1=NC=2C(=NC(=CC2)C2=CC=CC=C2)N1C1=CC=C(CN(C2CCC(CC2)C(=O)O)C)C=C1 (1s,4s)-4-((4-(2-(2-aminopyridin-3-yl)-5-phenyl-3H-imidazo[4,5-b]pyridin-3-yl)benzyl)(methyl)amino)cyclohexane-1-carboxylic acid